FC(CN(CC[C@]1(OCCN(C1)CC=1C=CC(=NC1)NC1=NC=C(C(=N1)C=1C=C(C2=C(N(C(=N2)C)C(C)C)C1)F)F)C)C)F (R)-N-(5-((2-(2-((2,2-difluoroethyl)(methyl)amino)ethyl)-2-methylmorpholino)methyl)pyridin-2-yl)-5-fluoro-4-(4-fluoro-1-isopropyl-2-methyl-1H-benzo[d]imidazol-6-yl)pyrimidin-2-amine